ClC=1C=CC(=C(C1)C1=NC(=CC=C1N)OCCC)[N+](=O)[O-] (5-chloro-2-nitrophenyl)-6-propoxypyridin-3-amine